F[C@@H](C)C1=NN2C(S1)=NC(=C2)C=2OC1=C(C2)C(=CC(=C1)OC)OCC=1N=C(SC1)C1(CCOCC1)F (S)-2-(1-fluoroethyl)-6-(4-((2-(4-fluorotetrahydro-2H-pyran-4-yl)thiazol-4-yl)methoxy)-6-methoxybenzofuran-2-yl)imidazo[2,1-b][1,3,4]thiadiazole